C1(CC1)N1N=CC(=C1)[C@@H]1OCC[C@@H](C1)C1=CC=2C(=NC(=C(N2)C)C(F)F)C(=N1)C1=C(C=C(C=C1)F)F 7-((2R,4S)-2-(1-cyclopropyl-1H-pyrazol-4-yl)tetrahydro-2H-pyran-4-yl)-3-(difluoromethyl)-5-(2,4-difluorophenyl)-2-methylpyrido[3,4-b]pyrazine